C1=CC=CC=2C3=CC=CC=C3C(C12)COC(N[C@H](C(N[C@H](C(NCC(NCOCC(=O)O)=O)=O)C)=O)C)=O (5S,8S)-1-(9H-fluoren-9-yl)-5,8-dimethyl-3,6,9,12-tetraoxo-2,15-dioxa-4,7,10,13-tetraazaheptadecan-17-oic acid